CN(C1C(CCCC1)N(C=1C=C2C(N(C(C2=CC1)=O)C1C(NC(CC1)=O)=O)=O)C)C 5-((2-(dimethylamino)cyclohexyl)(methyl)amino)-2-(2,6-dioxopiperidin-3-yl)isoindoline-1,3-dione